C1(CCCCC1)N1C=C(C=2C(C(CCC12)(F)F)=O)C(F)(F)F 1-cyclohexyl-5,5-difluoro-3-(trifluoromethyl)-1,5,6,7-tetrahydro-4H-indol-4-one